BrC=1C=C2C=C(NC(C2=CC1)=O)C 6-bromo-3-methylisoquinolin-1(2H)-one